O1C[C@H](CC1)C1=NC=2C(=NC=CC2C2CCN(CC2)C(=O)C2=CC=C(C=C2)OC(F)(F)F)N1 |r| (rac)-[4-(2-tetrahydrofuran-3-yl-3H-imidazo[4,5-b]pyridin-7-yl)-1-piperidyl]-[4-(trifluoromethoxy)phenyl]methanone